[Ca].ClC1=CC(=C(N)C=C1C1(CC1)C)F 4-chloro-2-fluoro-5-(1-methylcyclopropyl)aniline Calcium